(3-chloro-4-(3-methoxypyridin-2-yl)phenyl)-2-(4-cyclopropyl-6-methoxypyrimidin-5-yl)-4,5,6,7-tetrahydropyrazolo[1,5-a]pyridin-4-amine ClC=1C=C(C=CC1C1=NC=CC=C1OC)C=1C(=NN2C1C(CCC2)N)C=2C(=NC=NC2OC)C2CC2